OC1=CC=C(C=C1)C(=CC1=CC=C(C=C1)N)C 4-hydroxy-4'-amino-α-methylstilbene